4-(3-fluorophenyl)sulfonylmorpholin FC=1C=C(C=CC1)S(=O)(=O)N1CCOCC1